C(#N)CC1(CN(C1)C=1N=CC(=NC1)C(=O)NC(C)C)N1N=CC(=C1)C=1C2=C(N=CN1)NC=C2 5-{3-(cyanomethyl)-3-[4-(7H-pyrrolo[2,3-d]pyrimidin-4-yl)-1H-pyrazol-1-yl]azetidin-1-yl}-N-isopropyl-pyrazine-2-carboxamide